ClC=1C=C(NC=2C3=C(N=CN2)C=CC(=N3)N3[C@@H]2CN([C@H](C3)C2)C(C=C)=O)C=CC1OC1=NN(C=C1)C 1-[(1S,4S)-5-[4-[3-chloro-4-(1-methylpyrazol-3-yl)oxy-anilino]pyrido[3,2-d]pyrimidin-6-yl]-2,5-diazabicyclo[2.2.1]heptan-2-yl]prop-2-en-1-one